N-{5-[(tert-butyldimethylsilyl)oxy]pyridin-2-yl}-4-phenylpiperidine-1-carboxamide [Si](C)(C)(C(C)(C)C)OC=1C=CC(=NC1)NC(=O)N1CCC(CC1)C1=CC=CC=C1